tert-Butyl(((1S,4S)-4-((6'-chloro-5-((1-methylpiperidin-4-yl)oxy)-[2,3'-bipyridin]-4'-yl)amino)cyclohexyl)methyl)carbamate C(C)(C)(C)OC(NCC1CCC(CC1)NC1=C(C=NC(=C1)Cl)C1=NC=C(C=C1)OC1CCN(CC1)C)=O